[C@@H]1([C@H](O)[C@@H](O)[C@H](O)CO1)CC(=O)C 1-C-(β-D-xylopyranosyl)-acetone